FC(S(=O)(=O)OC=1C(=CC2=C(C(C=3NC=4C=C(CC(C4C3C2)=O)Br)(C)C)C1)Cl)(F)F 3-bromo-9-chloro-6,6-dimethyl-1-oxo-6,11-dihydro-5H-benzo[b]carbazol-8-yl trifluoromethanesulfonate